6-(2-(2-chloro-5-cyanophenyl)-5,7-difluoro-4-oxo-1,4-dihydroquinolin-6-yl)-N,N-dimethylpicolinamide ClC1=C(C=C(C=C1)C#N)C=1NC2=CC(=C(C(=C2C(C1)=O)F)C1=CC=CC(=N1)C(=O)N(C)C)F